C1=C(C=CC2=CC=CC=C12)N=C1SC=C(N1)C1=C(C=C(C=C1)F)F 2-((naphthalen-2-yl)imino)-4-(2,4-difluorophenyl)thiazole